5-((2r,6s)-4-((1-(2-methoxypyridin-4-yl)-1H-imidazol-4-yl)methyl)-6-methylpiperazin-2-yl)-4-methylisobenzofuran-1(3H)-one COC1=NC=CC(=C1)N1C=NC(=C1)CN1C[C@H](N[C@H](C1)C)C=1C(=C2COC(C2=CC1)=O)C